N5-[imino(nitroamino)methyl]-L-ornithine methyl ester COC([C@@H](N)CCCNC(N[N+](=O)[O-])=N)=O